CN1N=C(N=C1C)COCC1=C(C(=O)O)C=CC(=N1)C(F)(F)F 2-(((1,5-dimethyl-1H-1,2,4-triazol-3-yl)methoxy)methyl)-6-(trifluoromethyl)nicotinic acid